CCCCCCCCCCCCCCCCCCCCCCC(C(CCCCCCCCCCCCCCC1CC1CCCCCCCCCCCCCCCCCC(=O)C(C)CCCCCCCCCCCCCCCCCCC)O)C(=O)OC[C@@H]2[C@H]([C@@H]([C@H](C(O2)O)O)O)O The molecule is a mycolate ester formed by esterification of keto-meromycolic acid with the 6-OH of D-glucose. It has a role as an antigen. It derives from a keto-meromycolic acid and a D-glucopyranose.